3,9-dioctadecyl-1-yl-2,4,8,10-tetraoxa-3,9-diphosphaspiro[5.5]undecane C(CCCCCCCCCCCCCCCCC)=P1OCC2(CO1)COP(OC2)=CCCCCCCCCCCCCCCCCC